4-(5-(benzo[b]thiophen-3-yl)thiophen-2-yl)-4-oxobutanoic acid methyl ester COC(CCC(=O)C=1SC(=CC1)C=1C2=C(SC1)C=CC=C2)=O